CNOC N-methyl-N-methoxylamine